2-[3-methyl-4-(1-methyl-4-piperidyl)anilino]-4-[[6-(2-oxopyrrolidin-1-yl)-2-pyridyl]amino]pyrimidine-5-carbonitrile CC=1C=C(NC2=NC=C(C(=N2)NC2=NC(=CC=C2)N2C(CCC2)=O)C#N)C=CC1C1CCN(CC1)C